N-(4-(4-methylpiperazin-1-yl)phenyl)-4-trifluoromethylquinolin-2-amine CN1CCN(CC1)C1=CC=C(C=C1)NC1=NC2=CC=CC=C2C(=C1)C(F)(F)F